COC1=CC=C(CC2=C3C(=NO2)C(=CC=C3)C(=O)N)C=C1 (4-Methoxybenzyl)benzo[c]isoxazole-7-carboxamide